ClC=1C=C(C=CC1Cl)C=1N(C=C(C(C1C(=O)O)=O)I)CC 2-(3,4-dichlorophenyl)-1-ethyl-5-iodo-4-oxo-pyridine-3-carboxylic acid